2-((3-(trans-3-hydroxy-2,2,4,4-tetramethylcyclobutoxy)-1-(methyl-d3)-1H-pyrazol-4-yl)amino)-7-((S)-1-methoxypropan-2-yl)-7H-pyrrolo[2,3-d]pyrimidine-6-carbonitrile O[C@@H]1C([C@H](C1(C)C)OC1=NN(C=C1NC=1N=CC2=C(N1)N(C(=C2)C#N)[C@H](COC)C)C([2H])([2H])[2H])(C)C